4-(2-((6-Methoxy-2-(trifluoromethyl)pyridin-3-yl)sulfonyl)-2-azaspiro[3.4]oct-6-yl)morpholine COC1=CC=C(C(=N1)C(F)(F)F)S(=O)(=O)N1CC2(C1)CC(CC2)N2CCOCC2